BrCC1=CC2=C(SC3=C(C(N2CC2=CC=C(C=C2)OC)=O)C=CC=C3)C=C1 8-(bromomethyl)-10-(4-methoxybenzyl)dibenzo[b,f][1,4]thiazepin-11(10H)-one